2-amino-1-(naphthalen-2-yl)ethanone hydrochloride Cl.NCC(=O)C1=CC2=CC=CC=C2C=C1